4-bromo-5-methyl-1-(tricyclo[3.3.1.13,7]dec-2-ylmethyl)-1H-pyrazole BrC=1C=NN(C1C)CC1C2CC3CC(CC1C3)C2